[Sn].[In].[Ga] gallium indium-tin